N-(1-(2,6-dimethoxyphenyl)-2-(6-ethoxypyridin-2-yl)-1H-imidazo[4,5-b]pyrazin-6-yl)-1-(pyridin-3-yl)methanesulfonamide COC1=C(C(=CC=C1)OC)N1C(=NC=2C1=NC(=CN2)NS(=O)(=O)CC=2C=NC=CC2)C2=NC(=CC=C2)OCC